2-(5-((E)-(1-((1R,4R)-4-(cyanomethyl)cyclohexyl)-1,6-dihydroimidazo[4,5-d]pyrrolo[2,3-b]pyridin-2-yl)diazenyl)-2-hydroxybenzamido)ethan-1-sulfonic acid C(#N)CC1CCC(CC1)N1C(=NC=2C1=C1C(=NC2)NC=C1)/N=N/C=1C=CC(=C(C(=O)NCCS(=O)(=O)O)C1)O